C(C1=CC=CC=C1)OC1CC2(C1)CCC1(OCCO1)CC2 2-(Benzyloxy)-8,11-dioxadispiro[3.2.47.24]tridecane